[1-[[tert-butyl(dimethyl)silyl]oxymethyl]-5-methyl-8-oxabicyclo[3.2.1]oct-2-en-3-yl] trifluoromethanesulfonate FC(S(=O)(=O)OC1=CC2(CCC(C1)(O2)C)CO[Si](C)(C)C(C)(C)C)(F)F